F[C@H]1[C@@H]2CCC[C@H](C[C@H]1OC1=CC=C(N=N1)C1=C(C=C(C=C1)C1=NN(C=C1)C)O)N2 2-(6-(((1s,2s,3r,5r)-2-fluoro-9-azabicyclo[3.3.1]non-3-yl)oxy)pyridazin-3-yl)-5-(1-methyl-1H-pyrazol-3-yl)phenol